COC=1C=CC(=C2C=CC=NC12)NC1CCN(CC1)CC(=O)N1C=CC=C1 (S)-1-(2-(4-((8-methoxyquinolin-5-yl)amino)piperidin-1-yl)acetyl)pyrrole